NC1(CC(N)=CC=C1)N 3,3-diaminoaniline